NC=1C2=C(N=CN1)N(C=C2I)C2CCN(CC2)C(=O)OC(C)(C)C Tert-Butyl 4-(4-Amino-5-Iodo-7H-Pyrrolo[2,3-D]Pyrimidin-7-Yl)Piperidine-1-Carboxylate